N-methoxy-N,2-dimethyl-2-phenylpropionamide CON(C(C(C)(C1=CC=CC=C1)C)=O)C